CC1=C(C=C(C(=C1)C)N1C(CCC1)=O)NC(=O)N[C@@H](C)C=1N(N=CN1)C1=NC=CC=N1 1-[2,4-dimethyl-5-(2-oxopyrrolidin-1-yl)phenyl]-3-[(1S)-1-(2-pyrimidin-2-yl-1,2,4-triazol-3-yl)ethyl]urea